(5S,8S)-N-(3-chloro-2,6-difluorobenzyl)-5-fluoro-8-hydroxy-5,6,7,8-tetrahydroquinoline-5-carboxamide ClC=1C(=C(CNC(=O)[C@]2(C=3C=CC=NC3[C@H](CC2)O)F)C(=CC1)F)F